1-(3-fluoro-1-bicyclo[1.1.1]pentyl)ethanone FC12CC(C1)(C2)C(C)=O